FC=1C=C(C=CC1F)C1=C(N=CN1)C=1C=C2C=C(C=NC2=CC1)NCCN1CCNCC1 6-[5-(3,4-difluorophenyl)-1H-imidazol-4-yl]-N-(2-piperazin-1-ylethyl)quinolin-3-amine